(S)-2-((((9H-fluoren-9-yl)methoxy)carbonyl)amino)-3-(1-allyl-5-fluoro-1H-indol-3-yl)propanoic acid C1=CC=CC=2C3=CC=CC=C3C(C12)COC(=O)N[C@H](C(=O)O)CC1=CN(C2=CC=C(C=C12)F)CC=C